(S)-2-amino-4-(methylsulfanyl)butanoic acid N[C@H](C(=O)O)CCSC